4-(3-(2,6-dioxopiperidin-3-yl)-1-methyl-1H-indazol-6-yl)piperazine-1-carboxylate O=C1NC(CCC1C1=NN(C2=CC(=CC=C12)N1CCN(CC1)C(=O)[O-])C)=O